C(C)[C@H]1[C@@H](C[C@H](N(C1)C1=CC(N(C=2C=CC(=NC12)C#N)C)=O)C)OC1=CC(=CC=C1)C(F)(F)F 8-((2r,4r,5r)-5-ethyl-2-methyl-4-(3-(trifluoromethyl)phenoxy)piperidin-1-yl)-5-methyl-6-oxo-5,6-dihydro-1,5-naphthyridine-2-carbonitrile